FC[C@@]1(CCC=2N(C1)N=C(C2C2=C1C(=NC=C2)NN=C1)C1=NC=C(C=C1)F)C (R)-4-(6-(fluoromethyl)-2-(5-fluoropyridin-2-yl)-6-methyl-4,5,6,7-tetrahydropyrazolo[1,5-a]pyridin-3-yl)-1H-pyrazolo[3,4-b]pyridine